N-[methoxy-[5-[5-(trifluoromethyl)-1,2,4-oxadiazol-3-yl]-2-thienyl]methyl]-2-methyl-propan-amide COC(NC(C(C)C)=O)C=1SC(=CC1)C1=NOC(=N1)C(F)(F)F